CN1CCN(CC1)C(=O)C1=C(C=C2N=C3C(C4=C(C(C3=NC2=C1)=O)N=CC=C4)=O)C(F)(F)F 9-(4-methylpiperazine-1-carbonyl)-8-(trifluoromethyl)pyrido[2,3-b]phenazine-5,12-dione